NC1=NC(C(=C2N1C=CC(=C2)C(F)(F)F)C2=C(C=CC=C2)OC)=O 1-amino-4-(2-methoxyphenyl)-6-(trifluoromethyl)-3H-pyrido[1,2-c]pyrimidin-3-one